FC12CC(C1)(C2)C(=O)NC2=CC=C(C=C2)C=2OC1=C(N2)C=CC=C1F 3-fluoro-N-[4-(7-fluoro-1,3-benzoxazol-2-yl)phenyl]bicyclo[1.1.1]pentane-1-carboxamide